1-methyl-7-(trifluoromethyl)-5-(2-(trifluoromethyl)pyridin-3-yl)-1,5-dihydro-4H-imidazo[4,5-c][1,8]Naphthyridin-4-one CN1C=NC=2C(N(C=3N=C(C=CC3C21)C(F)(F)F)C=2C(=NC=CC2)C(F)(F)F)=O